C(C)(C)N1N=CC(=C1)C1=NC(=NC=C1C)NC=1C=C2CCNCC2=CC1 N-(4-(1-isopropyl-1H-pyrazol-4-yl)5-methylpyrimidin-2-yl)-1,2,3,4-tetrahydroisoquinolin-6-amine